1-Isobutyl-6-(4-nitro-1-(tetrahydro-2H-pyran-2-yl)-1H-pyrazol-3-yl)-1H-pyrrolo[3,2-c]pyridine C(C(C)C)N1C=CC=2C=NC(=CC21)C2=NN(C=C2[N+](=O)[O-])C2OCCCC2